ethyl 2-amino-5,5,5-trifluoropentanoate NC(C(=O)OCC)CCC(F)(F)F